4-((4-amino-5-(4-amino-4-methylpiperidin-1-yl)-6-(hydroxymethyl)pyrimidin-2-yl)thio)-2-chloronicotinonitrile NC1=NC(=NC(=C1N1CCC(CC1)(C)N)CO)SC1=CC=NC(=C1C#N)Cl